ClC=1C=C(NC(=O)OC(C)(C)C)C=CC1 3-chloro-N-Bocaniline